4-(2-methoxyphenyl)-1H-pyrrole-3-carbonitrile COC1=C(C=CC=C1)C=1C(=CNC1)C#N